2-((6-(4-((4-ethynyl-2-methoxybenzyl)oxy)pyrimidin-2-yl)-3-azabicyclo[4.1.0]heptan-3-yl)methyl)-4-methoxy-1-(((S)-oxetan-2-yl)methyl)-1H-benzo[d]imidazole-6-carboxylic acid C(#C)C1=CC(=C(COC2=NC(=NC=C2)C23CCN(CC3C2)CC2=NC3=C(N2C[C@H]2OCC2)C=C(C=C3OC)C(=O)O)C=C1)OC